C(C(=C)C)(=O)OCCOC1=CC(=C(C(=C1)N1N=C2C(=N1)C=CC(=C2)OC)O)C(C)(C)C 2-(3-(t-butyl)-4-hydroxy-5-(5-methoxy-2-benzotriazolyl)phenoxy)ethyl methacrylate